methane carbon [C].C